C(C1=CC(OC)=C(O)C=C1)NC(CCCC\C=C\C(C)C)=O (6E)-N-vanillyl-8-methyl-6-nonenamide